potassium ascorbate O=C1C(O)=C([O-])[C@H](O1)[C@@H](O)CO.[K+]